methyl (2S,3S,4R,5S,6S)-3,4,5-triacetoxy-6-[2-[5-amino-2-(hydroxymethyl)phenyl]ethyl]tetrahydropyran-2-carboxylate C(C)(=O)O[C@@H]1[C@H](O[C@H]([C@@H]([C@H]1OC(C)=O)OC(C)=O)CCC1=C(C=CC(=C1)N)CO)C(=O)OC